[Mg+2].OC(C(=O)[O-])CC.OC(C(=O)[O-])CC Hydroxybutyrate Magnesium Salt